(S)-4-Cyano-N-(5-phenylthiazol-2-yl)morpholine-2-carboxamide C(#N)N1C[C@H](OCC1)C(=O)NC=1SC(=CN1)C1=CC=CC=C1